(R/S)-hydroxycholesterol OC[C@H](C)CCC[C@@H](C)[C@H]1CC[C@H]2[C@@H]3CC=C4C[C@@H](O)CC[C@]4(C)[C@H]3CC[C@]12C |&1:2|